C(C)(C)S(=O)(=O)C1=C(C=C(C=C1)B1OC(C(O1)(C)C)(C)C)C 2-(4-isopropylsulfonyl-3-methyl-phenyl)-4,4,5,5-tetramethyl-1,3,2-dioxaborolane